FC=1C(=NC=C(C1)F)CNC(=O)C1=CN=C(S1)N1CCC(CC1)N1C[C@@H](CCC1)CF |r| racemic-N-[(3,5-difluoropyridin-2-yl)methyl]-2-[3-(fluoromethyl)[1,4'-bipiperidine]-1'-yl]-1,3-thiazole-5-carboxamide